ClC1=C2C(C=NC2=NC=N1)I 6-Chloro-7-iodo-7-deazapurin